Tert-butyl (4-((6-chloro-3-(2-methoxyethoxy)pyridazin-4-yl)amino)pyridin-2-yl)carbamate ClC1=CC(=C(N=N1)OCCOC)NC1=CC(=NC=C1)NC(OC(C)(C)C)=O